CN(C1CN(C1)C1=C(C=CC(=N1)NC=1C=CC(=C2CNC(C12)=O)C1=CN=C2N1C=CC(=C2)F)[C@H]2COCC2)C (S)-7-((6-(3-(dimethylamino)-azetidin-1-yl)-5-(tetrahydrofuran-3-yl)pyridin-2-yl)amino)-4-(7-fluoroimidazo[1,2-a]pyridin-3-yl)isoindolin-1-one